NCCCN(CCCCN(C(OC(C)(C)C)=O)CCCNC(=O)OCC1=CC=CC=C1)C(=O)OC(C)(C)C tert-butyl (4-((3-aminopropyl)(tert-butoxycarbonyl)amino)butyl)(3-(((benzyloxy)carbonyl)amino)propyl)carbamate